2-[3-formylphenyl]ferrocene C(=O)C=1C=C(C=CC1)C=1[CH-]C=CC1.[CH-]1C=CC=C1.[Fe+2]